2-methoxy-6-(4-(trifluoromethyl)piperidin-1-yl)pyridin-3-amine COC1=NC(=CC=C1N)N1CCC(CC1)C(F)(F)F